C(C1=CC=C(C=C1)NC(=O)N(C1CCCCC1)C1CCCCC1)C1=CC=C(C=C1)NC(=O)N(C1CCCCC1)C1CCCCC1 1,1'-(methylenebis(4,1-phenylene))bis(3,3-dicyclohexylurea)